6-bromo-2-({[tert-butyl(dimethyl)silyl]oxy}methyl)-4-fluoro-1-(1-methylcyclopropyl)-1H-benzimidazole BrC=1C=C(C2=C(N(C(=N2)CO[Si](C)(C)C(C)(C)C)C2(CC2)C)C1)F